CC1=CC(OC2=C3C(=CC=C12)OC(=C3C3=CC=CC=C3)C(C(=O)O)(CCCCCCCCCCCCCC)CC3=CC=CC=C3)=O (4-methyl-2-oxo-9-phenyl-2H-furo[2,3-h]chromen-8-yl)(phenyl)methylpalmitic acid